C(#N)C1=CC=C(C=C1)C=1C=NN2C1N=CC(=C2)C2=CN(C(C=1CCN(CC21)C(=O)OC(C)(C)C)=O)C tert-butyl 8-(3-(4-cyanophenyl)pyrazolo[1,5-a]pyrimidin-6-yl)-6-methyl-5-oxo-3,4,5,6-tetrahydro-2,6-naphthyridine-2(1H)-carboxylate